tert-butyl (6-((8-chloro-6'-fluoro-1,5-dioxo-1,2',3',5-tetrahydro-2H-spiro[imidazo[1,5-a]pyridine-3,1'-inden]-6-yl)amino)pyrimidin-4-yl)carbamate ClC1=C2N(C(C(=C1)NC1=CC(=NC=N1)NC(OC(C)(C)C)=O)=O)C1(CCC3=CC=C(C=C13)F)NC2=O